N[C@@H]1C[C@H](N(C1)C(=O)C1=CC2=C(S1)C=CC(=C2)C(F)(F)F)C=2SC=C(N2)C(=O)N[C@H](C(=O)NC)CCCCNC(=N)N 2-((2S,4R)-4-Amino-1-(5-(trifluoromethyl)benzo[b]thiophen-2-carbonyl)pyrrolidin-2-yl)-N-((S)-6-guanidino-1-(methylamino)-1-oxohexan-2-yl)thiazol-4-carboxamid